4-(2-(4-(Trifluoromethyl)phenyl)imidazo[1,2-a]pyridin-6-yl)phenol FC(C1=CC=C(C=C1)C=1N=C2N(C=C(C=C2)C2=CC=C(C=C2)O)C1)(F)F